ClC1=CC(=C(COC2=NC=3CN(CCC3C=C2I)CC2=NC3=C(N2C[C@H]2OCC2)C(=C(C=C3)C(=O)OC)F)C=C1)OC methyl (S)-2-((2-((4-chloro-2-methoxybenzyl)oxy)-3-iodo-5,8-dihydro-1,7-naphthyridin-7(6H)-yl)methyl)-7-fluoro-1-(oxetan-2-ylmethyl)-1H-benzo[d]imidazole-6-carboxylate